C(#N)C=1C=NN2C1C(=C(C=C2)NC2=C(C(=O)NC([2H])([2H])[2H])C=CC(=N2)NC2=NN(C=C2)C)OC ((3-cyano-4-methoxypyrazolo[1,5-a]pyridin-5-yl)amino)-N-(methyl-d3)-6-((1-methyl-1H-pyrazol-3-yl)amino)nicotinamide